2-((2-(((1s,4s)-4-((7-Morpholino-1,6-naphthyridin-5-yl)oxy)cyclohexyl)amino)pyrimidin-5-yl)oxy)-1-thiomorpholinoethan-1-one O1CCN(CC1)C1=NC(=C2C=CC=NC2=C1)OC1CCC(CC1)NC1=NC=C(C=N1)OC1SCCN(C1)C(C)=O